7-((4-(cyclopropanecarbonyl)piperazin-1-yl)methyl)-3-ethylquinolin-2(1H)-one C1(CC1)C(=O)N1CCN(CC1)CC1=CC=C2C=C(C(NC2=C1)=O)CC